2,4-dimethyl-cyclohexene CC1=CCCC(C1)C